3-(1-(2,6-dicarbonylpiperidin-3-yl)-3-methyl-1H-5-azaindazol-4-yl)propane C(=O)=C1NC(CCC1N1N=C(C2=C(N=CC=C12)CCC)C)=C=O